3-(4-amino-8,9-dihydropyrazino[1',2':1,5]pyrrolo[2,3-d]pyrimidin-7(6H)-yl)pyrrolidine-1-carboxylic acid tert-butyl ester C(C)(C)(C)OC(=O)N1CC(CC1)N1CC2=CC3=C(N=CN=C3N)N2CC1